3-(4-fluoro-3-(trifluoromethyl)phenyl)-5-(2-oxo-2-(pyrrolidin-1-yl)ethyl)-7-(pyridin-4-yl)thieno[3,2-c]pyridin-4(5H)-one FC1=C(C=C(C=C1)C1=CSC2=C1C(N(C=C2C2=CC=NC=C2)CC(N2CCCC2)=O)=O)C(F)(F)F